N-(3-nitrophenyl)-[2,4'-bithiazole]-2'-amine [N+](=O)([O-])C=1C=C(C=CC1)NC=1SC=C(N1)C=1SC=CN1